(R)-N-(3-(5-fluoro-2-((6-(hydroxymethyl)-5-methylpyridin-3-yl)amino)pyrimidin-4-yl)-1H-indol-7-yl)-3-methoxy-2-(4-methylpiperazin-1-yl)propanamide FC=1C(=NC(=NC1)NC=1C=NC(=C(C1)C)CO)C1=CNC2=C(C=CC=C12)NC([C@@H](COC)N1CCN(CC1)C)=O